N1=C(N=CC=C1)[C@H](C)NC(=O)[C@H]1CN(CC[C@@H]1NC(=O)C1=NOC(=C1)C1=C(C=C(C=C1)F)F)CC1CC1 (3S,4S)-1-cyclopropylmethyl-4-{[5-(2,4-difluoro-phenyl)-isoxazole-3-carbonyl]-amino}-piperidine-3-carboxylic acid ((S)-1-pyrimidin-2-yl-ethyl)-amide